4-(2-(benzyloxy)-3-fluorophenyl)tetrahydro-2H-pyran-2-one C(C1=CC=CC=C1)OC1=C(C=CC=C1F)C1CC(OCC1)=O